FC1=C(C=CC(=N1)C(=O)NC)NC1CN(C1)CC=1C(=C2NC(C(=NC2=CC1)C)=O)F 6-fluoro-5-((1-((5-fluoro-2-methyl-3-oxo-3,4-dihydroquinoxalin-6-yl)methyl)azetidin-3-yl)amino)-N-methylpicolinamide